Trans-4-[[(7R)-1-[5-[(1S)-1-(2,2-difluoro-1,3-benzodioxol-5-yl)ethoxy]-3-pyridinyl]-3-(trifluoromethyl)-4,5,6,7-tetrahydroindazol-7-yl]oxy]cyclohexanecarboxylic acid FC1(OC2=C(O1)C=CC(=C2)[C@H](C)OC=2C=C(C=NC2)N2N=C(C=1CCC[C@H](C21)O[C@@H]2CC[C@H](CC2)C(=O)O)C(F)(F)F)F